2-amino-2-(1,3-dihydroisobenzofuran-4-yl)ethan-1-ol NC(CO)C1=C2COCC2=CC=C1